diphenyl(o-methylphenyl)phosphine C1(=CC=CC=C1)P(C1=C(C=CC=C1)C)C1=CC=CC=C1